C(OCOC=1C(=NN(C(C1C=1C2=CC(=CC=C2C=C2C=CC(=CC12)F)C)=O)C)C)(OC)=O [[5-(2-fluoro-7-methyl-9-anthracenyl)-1,6-dihydro-1,3-dimethyl-6-oxo-4-pyridazinyl]oxy]methyl methyl carbonate